(4-cyclopropyl-1H-imidazol-1-yl)-5-methylpyridin-2-amine C1(CC1)C=1N=CN(C1)C=1C(=NC=C(C1)C)N